NC=1C2=C(N=CN1)N(C1=C2N=C(C=C1)C1=CC=CC=C1)CC(=O)OC(C)(C)C tert-butyl 2-(4-amino-6-phenyl-9H-pyrido[2',3':4,5]pyrrolo[2,3-d]pyrimidin-9-yl)acetate